cyclohexylvinylphenylbromide C1(CCCCC1)C=CC1=C(C=CC=C1)Br